C(#N)C=1C(=CC(=NC1N1[C@H](CC1)C)N1C[C@@H]2C([C@@H]2C1)[C@@H](C(=O)O)C)C(F)(F)F (S)-2-((1R,5S,6R)-3-(5-cyano-6-((S)-2-methylazetidine-1-yl)-4-(trifluoromethyl)pyridin-2-yl)-3-azabicyclo[3.1.0]hexan-6-yl)propionic acid